P(=O)(OC1=CC=C(C=C1)C)([O-])[O-] mono-p-tolyl phosphate